tert-butyl 3-(hydroxymethyl)-2-methylpiperidine-1-carboxylate OCC1C(N(CCC1)C(=O)OC(C)(C)C)C